1-(6-((2-amino-2-oxo-1-phenylethyl)thio)-3,5-dicyano-4-ethylpyridin-2-yl)-1,7-diazaspiro[3.5]nonane-7-carboxylic acid tert-butyl ester C(C)(C)(C)OC(=O)N1CCC2(CCN2C2=NC(=C(C(=C2C#N)CC)C#N)SC(C(=O)N)C2=CC=CC=C2)CC1